trans-1,2-diaminohexane NCC(CCCC)N